BrC1=CC=CC=2SC=C(C21)C(O)C2CC2 (4-Bromobenzo[b]thiophen-3-yl)(cyclopropyl)methanol